N-(2-(((S)-1-((1,3-dioxoisoindolin-2-yl)methyl)-2-((1R,2S)-2-(methylcarbamoyl)cyclohexane-1-carbonyl)-1,2,3,4-tetrahydroisoquinolin-8-yl)oxy)ethyl)benzo[d]oxazole-2-carboxamide O=C1N(C(C2=CC=CC=C12)=O)C[C@H]1N(CCC2=CC=CC(=C12)OCCNC(=O)C=1OC2=C(N1)C=CC=C2)C(=O)[C@H]2[C@H](CCCC2)C(NC)=O